Styrenyl ether C(=CC1=CC=CC=C1)OC=CC1=CC=CC=C1